5-fluoro-6-((1-(trifluoromethyl)cyclopropyl)methoxy)pyridin FC=1C=CC=NC1OCC1(CC1)C(F)(F)F